ClC1=C2C(C(=O)N(C2=O)C(C(=O)O)C)=C(C(=C1Cl)Cl)Cl 3,4,5,6-tetrachlorophthalimidopropionic acid